1-ethyl-5-(4-fluorophenyl)-2-methyl-4-oxo-1,4-dihydropyridine-3-carboxylic acid C(C)N1C(=C(C(C(=C1)C1=CC=C(C=C1)F)=O)C(=O)O)C